5-methyl-1H-pyridone sodium salt [Na].CC=1C=CC(NC1)=O